3,4-dicarboxyl-1,2,3,4-tetrahydro-1-naphthalenesuccinic acid C(=O)(O)C1CC(C2=CC=CC=C2C1C(=O)O)C(CC(=O)O)C(=O)O